octamethylene-bis-(2-oxazoline) O1C(=NCC1)CCCCCCCCC=1OCCN1